FC(C1=NN(C(=C1)C(F)F)CC(=O)N1CCC(CC1)C=1SC=C(N1)C1=NO[C@H](C1)C1=C(C=CC=C1Cl)OS(=O)(=O)C)F methanesulfonic acid-2-{(5R)-3-[2-(1-{[3,5-bis(difluoromethyl)-1H-pyrazol-1-yl]acetyl}piperidin-4-yl)-1,3-thiazol-4-yl]-4,5-dihydro-1,2-oxazol-5-yl}-3-chlorophenyl ester